C(C)(C)(C)OC(=O)NC(CC(=O)O)C1=CC=C(C=C1)N1C(N2[C@@H](CNCC2)C1)=O 3-((tert-Butoxycarbonyl)amino)-3-(4-((S)-3-oxohexahydroimidazo[1,5-a]pyrazin-2(3H)-yl)phenyl)propionic acid